methyl-3-(2-chloro-4-pyrimidinyl)-7-bromoindole CC=1NC2=C(C=CC=C2C1C1=NC(=NC=C1)Cl)Br